C(C)(C)(C)OC(=O)N1CC2=C(CC1)C(=CS2)C(NC2=CC(=C(C=C2)Cl)C(F)(F)F)=O 3-((4-chloro-3-(trifluoromethyl)phenyl)carbamoyl)-4,7-dihydrothieno[2,3-c]pyridine-6(5H)-carboxylic acid tert-butyl ester